(S)-(4-(9-ethyl-2-(3-methoxy-4-phenyl-1H-pyrazol-1-yl)-9H-purin-6-yl)morpholin-3-yl)methanol C(C)N1C2=NC(=NC(=C2N=C1)N1[C@H](COCC1)CO)N1N=C(C(=C1)C1=CC=CC=C1)OC